3-(2,2-dimethylpropionylamino)benzamide CC(C(=O)NC=1C=C(C(=O)N)C=CC1)(C)C